ClC1=C(C(=CC=C1Cl)F)C1(CNCC1)NC=1C=C2C(N(C=NC2=CC1F)C([2H])([2H])[2H])=O 6-((3-(2,3-dichloro-6-fluorophenyl)pyrrolidin-3-yl)amino)-7-fluoro-3-(methyl-d3)quinazolin-4(3H)-one